2-{3-[bis-(3-amino-propyl)-amino]-propylamino}-N-ditetradecylcarbamoylmethyl-acetamide NCCCN(CCCNCC(=O)NCC(N(CCCCCCCCCCCCCC)CCCCCCCCCCCCCC)=O)CCCN